(tert-Butoxycarbonyl)(2,6-dichloro-3-fluoropyridin-4-yl)carbamic acid tert-butyl ester C(C)(C)(C)OC(N(C1=C(C(=NC(=C1)Cl)Cl)F)C(=O)OC(C)(C)C)=O